C(C)NC1CCC(CC1)N1C(NC2=C1C=C(C(=C2)C=2C=C(C=1N(C2)N=CN1)C)C)=O 1-((1s,4s)-4-(ethylamino)cyclohexyl)-6-methyl-5-(8-methyl-[1,2,4]triazolo[1,5-a]pyridin-6-yl)-1,3-dihydro-2H-benzo[d]imidazol-2-one